COC1=CC=C(C=C1C1=CC=CC=C1)N(C1=CC=C(C=C1)C1(CC(C2=CC=C(C=C12)N(C=1C=C(C(=CC1)OC)C1=CC=CC=C1)C=1C=C(C(=CC1)OC)C1=CC=CC=C1)(C)C)C)C=1C=C(C(=CC1)OC)C1=CC=CC=C1 3-(4-(bis(6-methoxy-[1,1'-biphenyl]-3-yl)amino)phenyl)-N,N-bis(6-methoxy-[1,1'-biphenyl]-3-yl)-1,1,3-trimethyl-2,3-dihydro-1H-indene-5-amine